3-bromo-5-fluoro-pyridin-4-ylamine BrC=1C=NC=C(C1N)F